BrC1=CC=C(C=C1)C1(COC1)OC 3-(4-bromophenyl)-3-methoxyoxetane